ClC=1C=C(C=2C(N(CC2C1)[C@@H](C)C1CC1)=O)C#N (S)-6-chloro-2-(1-cyclopropylethyl)-3-oxoisoindole-4-carbonitrile